FC(OC1=C(C=CC=C1F)NC(=S)C=1C(NCCC1O)=O)F N-[2-(difluoromethoxy)-3-fluorophenyl]-4-hydroxy-2-oxo-1,2,5,6-tetrahydropyridine-3-carbothioamide